6-Chloro-N4-{[1-(methoxymethyl)cyclopentyl]methyl}-3-nitropyridin-2,4-diamine ClC1=CC(=C(C(=N1)N)[N+](=O)[O-])NCC1(CCCC1)COC